C(CCC)C1(CS(C2=C(N(C1)C1=CC=C(C=C1)F)C=C(C(=C2)OCC2(CC2)C(=O)O)SC)(=O)=O)CC 1-(((3-butyl-3-ethyl-5-(4-fluorophenyl)-7-(methylsulfanyl)-1,1-dioxo-2,3,4,5-tetrahydro-1,5-benzothiazepin-8-yl)oxy)methyl)cyclopropane-1-carboxylic acid